O1N=C(C2=C1C=CC=C2)NS(=O)(=O)C2=C(C=CC(=C2)C)OC N-(benzo[d]isoxazol-3-yl)-2-methoxy-5-methyl-benzenesulfonamide